N1C=CC2=CC=C(C=C12)C(=O)N1CC=2C(CC1)=C(N(N2)C)C2=CC=CC=C2 (1H-indol-6-yl)(2-methyl-3-phenyl-2,4,5,7-tetrahydro-6H-pyrazolo[3,4-c]pyridin-6-yl)methanone